C(C)C1=C(C=CC(=C1)N1C[C@H]2CC[C@@H](C1)N2C)NC2=NC=C(C(=N2)NCCCN2C(OC(CC2)(C)C)=O)C(F)(F)F 3-(3-((2-((2-ethyl-4-((1R,5S)-8-methyl-3,8-diazabicyclo[3.2.1]octan-3-yl)phenyl)amino)-5-(trifluoromethyl)pyrimidin-4-yl)amino)propyl)-6,6-dimethyl-1,3-oxazinan-2-one